di-tert-butyl ((2S,4S)-5-(1,3-dioxoisoindolin-2-yl)-2-fluoropentane-1,4-diyl)dicarbamate O=C1N(C(C2=CC=CC=C12)=O)C[C@H](C[C@@H](CNC(OC(C)(C)C)=O)F)NC(OC(C)(C)C)=O